C(CC1=CC=CC=C1)CC(=O)[O-] Phenethylacetat